C1=CC=CC=2C3=CC=CC=C3C(C12)OC(=O)C1N2C(C(C2SC1(C)C)NC(C1=CC=C(C=C1)N1N=NC(=C1C1=CC=CC=C1)C(C1=C(C=C(C=C1OC)OC)OC)C1=CC=CC=C1)=O)=O 9H-fluoren-9-yl-3,3-dimethyl-7-oxo-6-(4-(5-phenyl-4-(phenyl(2,4,6-trimeth-oxyphenyl)methyl)-1H-1,2,3-triazol-1-yl)benzamido)-4-thia-1-azabicyclo[3.2.0]heptane-2-carboxylate